C1(CC1)C(CN)NC(CC(F)(F)F)C=1SC=C(C1F)C#C cyclopropyl-N1-(1-(4-ethynyl-3-fluorothiophen-2-yl)-3,3,3-trifluoropropyl)ethane-1,2-diamine